[N-]1C(CC2=CC=CC=C12)C1C[N-]C2=CC=CC=C12 2,3'-biindolinylide